(R)-(3-aminopiperidin-1-yl)(2-(4-(cyclopropylmethyl)-4H-pyrrolo[2,3-d]thiazol-5-yl)-7-methoxy-1-methyl-1H-benzo[d]imidazol-5-yl)methanone hydrochloride Cl.N[C@H]1CN(CCC1)C(=O)C1=CC2=C(N(C(=N2)C2=CC3=C(N=CS3)N2CC2CC2)C)C(=C1)OC